(Z)-5-nonenal C(CCC\C=C/CCC)=O